C(C)C1(NC(N(C(C1)=O)CC1=CC(=CC(=C1)C(N([C@@H](C)C1=CC=CC=C1)C)=O)F)=NC(OC(C)(C)C)=O)CC (S)-tert-butyl (4,4-diethyl-1-(3-fluoro-5-(methyl(1-phenylethyl)carbamoyl)benzyl)-6-oxotetrahydropyrimidin-2(1H)-ylidene)carbamate